4-bromofuro[2,3-b]pyridine BrC1=C2C(=NC=C1)OC=C2